1-((benzyloxy)carbonyl)-7-(naphthalen-1-ylmethyl)-5-oxo-8-(3-(trifluoromethyl)phenyl)-1,2,3,5-tetrahydroimidazo[1,2-a]pyridine-3-carboxylic acid C(C1=CC=CC=C1)OC(=O)N1CC(N2C1=C(C(=CC2=O)CC2=CC=CC1=CC=CC=C21)C2=CC(=CC=C2)C(F)(F)F)C(=O)O